methyl-N-methyl-pyrrolidone CC1C(N(CC1)C)=O